C(#N)C(C)(C)C1=CC=C(C=C1)NC1=NC2=C(N1C)C=C(C=C2)OC2=CC(=NC=C2)NC(C)=O N-(4-((2-((4-(2-cyanopropan-2-yl)phenyl)amino)-1-methyl-1H-benzo[d]imidazol-6-yl)oxy)pyridin-2-yl)acetamide